The molecule is a phosphinate ester-containing N-acyl derivative of (4S)-cyclohexyl-L-proline. It is used for the treatment of hypertension and heart failure. A pro-drug, it is hydrolysed in vivo to the corresponding phosphininc acid, fosinoprilat, which is the active metabolite. It has a role as an EC 3.4.15.1 (peptidyl-dipeptidase A) inhibitor, a prodrug and an antihypertensive agent. It is a phosphinic ester and a L-proline derivative. It derives from a fosinoprilat. It is a conjugate acid of a fosinopril(1-). CCC(=O)OC(C(C)C)OP(=O)(CCCCC1=CC=CC=C1)CC(=O)N2C[C@@H](C[C@H]2C(=O)O)C3CCCCC3